1-allyl-3-(4-fluorophenyl)-2,4-dioxo-1,2,3,4-tetrahydropyrimidine-5-carboxamide C(C=C)N1C(N(C(C(=C1)C(=O)N)=O)C1=CC=C(C=C1)F)=O